ClC1=C(C=C(C=C1)NC(OC(C)(C)C)=O)F tert-butyl (4-chloro-3-fluorophenyl)carbamate